2-fluoro-N-methyl-4-[7-(quinolin-6-ylmethyl)imidazo[1,2-b][1,2,4]triazin-2-yl]benzamide dihydrochloride Cl.Cl.FC1=C(C(=O)NC)C=CC(=C1)C=1C=NC=2N(N1)C(=CN2)CC=2C=C1C=CC=NC1=CC2